NC1CCC(CC1)CNC=1C=NC(=NC1)N1CCC(CC1)C(C)C N-(((1s,4s)-4-aminocyclohexyl)methyl)-2-(4-isopropylpiperidin-1-yl)pyrimidin-5-amine